ClC1=CC2=C(N=CN(C2=O)CC2(CCNCC2)O)N1C1=CC=C(C=C1)[C@H]1NC[C@@H](OC1)C 6-chloro-3-((4-hydroxypiperidin-4-yl)methyl)-7-(4-((3R,6S)-6-methylmorpholin-3-yl)phenyl)-3,7-dihydro-4H-pyrrolo[2,3-d]pyrimidin-4-one